4-(4-amino-6-iodo-7-methyl-7H-pyrrolo[2,3-d]pyrimidin-5-yl)-2-fluorophenyl azetidine-1-carboxylate N1(CCC1)C(=O)OC1=C(C=C(C=C1)C1=C(N(C=2N=CN=C(C21)N)C)I)F